N-(2-((4-(2-aminoethyl)phenyl)carbamoyl)-4,5-dimethoxyphenyl)-6-methyl-4-oxo-4H-chromen-3-carboxamide trifluoroacetate salt FC(C(=O)O)(F)F.NCCC1=CC=C(C=C1)NC(=O)C1=C(C=C(C(=C1)OC)OC)NC(=O)C1=COC2=CC=C(C=C2C1=O)C